[Nd+3].[O-2].[Sm+3].[O-2].[O-2] samarium oxide, neodymium salt